7-chloro-4-(ethylamino)-6-fluoro-5-((4-methoxybenzyl)amino)-2-methylphthalazin-1(2H)-one ClC1=C(C(=C2C(=NN(C(C2=C1)=O)C)NCC)NCC1=CC=C(C=C1)OC)F